FC1=C(C(=C2C=CNC2=C1)C)OC=1C=C(C=CC1)C1=CC=C(N1)CC=1C=C(C=CC1)CCC(=O)OCC ethyl 3-(3-((5-(3-((6-fluoro-4-methyl-1H-indol-5-yl)oxy)phenyl)-1H-pyrrol-2-yl)methyl)phenyl)propanoate